2,4,6-nonatrienal C(C=CC=CC=CCC)=O